1,4-bis[(ethenyloxy)methyl]-cyclohexane C(=C)OCC1CCC(CC1)COC=C